O1CC[C@@H](C2=CC=CC=C12)NC(=O)C=1C=C(C=CC1)C(COC)N1C(NC(CC1=O)(CC)CC)=[NH2+] [1-[1-[3-[[(4S)-chroman-4-yl]carbamoyl]phenyl]-2-methoxy-ethyl]-4,4-diethyl-6-oxo-hexahydropyrimidin-2-ylidene]ammonium